FC(C1=CC=2C(=NC(=CC2)C(C)N2C[C@@H](N(C[C@H]2CC)C=2C=3C(N(C(N2)=O)C)=CN(N3)CC#N)CC)S1)F 2-(7-((2S,5R)-4-(1-(2-(difluoromethyl)thieno[2,3-b]pyridin-6-yl)ethyl)-2,5-diethylpiperazin-1-yl)-4-methyl-5-oxo-4,5-dihydro-2H-pyrazolo[4,3-d]pyrimidin-2-yl)acetonitrile